tert-Butyl (S)-2-(5-(3-phenylpropyl)-1,2,4-oxadiazol-3-yl)piperidine-1-carboxylate C1(=CC=CC=C1)CCCC1=NC(=NO1)[C@H]1N(CCCC1)C(=O)OC(C)(C)C